ClC1=C(OCC(=O)C=2C(CCCC2O)=O)C=CC=C1 2-(2-(2-chlorophenoxy)acetyl)-3-hydroxycyclohex-2-en-1-one